2-((tert-butoxycarbonyl)amino)-2-(tetrahydro-2H-pyran-4-yl)acetic acid C(C)(C)(C)OC(=O)NC(C(=O)O)C1CCOCC1